O[C@H]1[C@@H](N(C1)C1=NC(=C(C(=N1)C=1C=NN(C1)C1CN(C1)C(=O)OC(C)(C)C)OC)C(F)(F)F)C tert-butyl 3-[4-[2-[(2S,3R)-3-hydroxy-2-methyl-azetidin-1-yl]-5-methoxy-6-(trifluoromethyl)pyrimidin-4-yl]pyrazol-1-yl]azetidine-1-carboxylate